C(C)OC(CCCCCCC(=O)[SiH3])(OCC)OCC triethoxyoctanoylsilane